Octane ammonium [NH4+].CCCCCCCC